styrene-maleic acid amide C(=CC1=CC=CC=C1)/C(=C/C(=O)N)/C(=O)O